4-((2R,4R)-1-((5-cyclopropyl-7-methyl-1H-indol-4-yl)methyl)-4-(3-(trifluoromethyl)azetidin-1-yl)piperidin-2-yl)benzoic acid C1(CC1)C=1C(=C2C=CNC2=C(C1)C)CN1[C@H](C[C@@H](CC1)N1CC(C1)C(F)(F)F)C1=CC=C(C(=O)O)C=C1